BrC1=C2CN(C(C2=CC=C1CN1CCN(CC1)C1=CC(=NC(=N1)C)NC=1SC(=CN1)C(=O)NC1=C(C=CC=C1C)Cl)=O)C1C(NC(CC1)=O)=O 2-((6-(4-((4-bromo-2-(2,6-dioxopiperidin-3-yl)-1-oxoisoindolin-5-yl)methyl)piperazin-1-yl)-2-methylpyrimidin-4-yl)amino)-N-(2-chloro-6-methylphenyl)thiazole-5-carboxamide